(1R,3S)-3-(3-{[(6-meth-oxypyridin-3-yl)acetyl]-amino}-1H-pyrazol-5-yl)-cyclopentyl (2R,3S)-3-hydroxy-2-methylazetidine-1-carboxylate O[C@@H]1[C@H](N(C1)C(=O)O[C@H]1C[C@H](CC1)C1=CC(=NN1)NC(CC=1C=NC(=CC1)OC)=O)C